2-(2,3-Dihydrobenzofuran-5-yl)imidazo[1,2-a]pyrimidine O1CCC2=C1C=CC(=C2)C=2N=C1N(C=CC=N1)C2